CC1=NNC2=CC=CC(=C12)OCCCN1CCN(CC1)C(=O)OC(C)(C)C tert-butyl 4-(3-((3-methyl-1H-indazol-4-yl)oxy)propyl)piperazine-1-carboxylate